4-isocyanato-1-methylbenzene N(=C=O)C1=CC=C(C=C1)C